COC[C@@H]1CN(CCO1)C=1C=CC=NC1 5-((S)-2-methoxymethyl-morpholin-4-yl)-pyridin